octyl methoxycinnamate (2-ethylhexyl para-methoxycinnamate) C(C)C(CC(C(=O)O)=CC1=CC=C(C=C1)OC)CCCC.COC(C(=O)OCCCCCCCC)=CC1=CC=CC=C1